5-acetyl-1-(2-((2-(3-chloro-2-fluorobenzylamino)-2-oxoethyl)-(cyclopropyl)amino)-2-oxoethyl)-1H-indazole-3-carboxamide C(C)(=O)C=1C=C2C(=NN(C2=CC1)CC(=O)N(C1CC1)CC(=O)NCC1=C(C(=CC=C1)Cl)F)C(=O)N